6-chloro-N-[5-[1-(2,2-difluoroethyl)triazol-4-yl]-4-fluoro-2-methylphenyl]pyrazolo[1,5-a]pyridine-3-carboxamide ClC=1C=CC=2N(C1)N=CC2C(=O)NC2=C(C=C(C(=C2)C=2N=NN(C2)CC(F)F)F)C